BrC1=CC=C(C2=NSN=C21)C2=CC=1C(C3=CC=CC=C3C1C=C2)(C2=CC=CC=C2)C2=CC=CC=C2 4-bromo-7-(9,9-diphenyl-9H-fluoren-2-yl)benzo[c][1,2,5]thiadiazole